(2R)-2-amino-N-(6-{[4-cyano-3-(1-methylethyl)phenyl]oxy}-3-pyridinyl)butanamide N[C@@H](C(=O)NC=1C=NC(=CC1)OC1=CC(=C(C=C1)C#N)C(C)C)CC